(4-(thiazol-4-yl)phenyl)methanamine S1C=NC(=C1)C1=CC=C(C=C1)CN